CC1(CCN(CC1)C(=O)N1N=C(C=C1)NS(=O)(=O)C)N(C(C)=O)CC1=C(C=C(C=C1)C(F)(F)F)N1CCCC1 N-(4-Methyl-1-(3-(methylsulfonamido)-1H-pyrazole-1-carbonyl)piperidin-4-yl)-N-(2-(pyrrolidin-1-yl)-4-(trifluoromethyl)benzyl)acetamide